N1C=C(C2=CC=CC=C12)C=1C=C(C=CC1)NS(=O)(=O)C1=CC=C(C=C1)OCCCBr N-(3-(1H-indol-3-yl)phenyl)-4-(3-bromopropyloxy)benzenesulfonamide